Cl.O=S1(CCN(CC1)C=1N=C(C=2CCN(CC2C1C#N)C1=CC=CC2=CC=CC=C12)N1CCNCC1)=O 3-(1,1-dioxo-thiomorpholino)-6-(naphthalen-1-yl)-1-(piperazin-1-yl)-5,6,7,8-tetrahydro-2,6-naphthyridine-4-carbonitrile hydrochloride